4-fluoro-N-hydroxy-3-(trifluoromethyl)benzamidine FC1=C(C=C(C(=N)NO)C=C1)C(F)(F)F